NC(CC=1C=C(C#N)C=CC1)C=1SC=CN1 3-(2-amino-2-thiazol-2-yl-ethyl)benzonitrile